ClC=1C(=C(C=CC1)NC1=C(NC2=C1C(NCC2)=O)C2=C(C=NC=C2)OC[C@@H]2N(CCC2)C(CC)=O)OC 3-[(3-chloro-2-methoxyphenyl)amino]-2-(3-[[(2R)-1-propanoylpyrrolidin-2-yl]methoxy]pyridin-4-yl)-1H,5H,6H,7H-pyrrolo[3,2-c]pyridin-4-one